C(C(=O)OCC#C)(=O)OCC#C di(2-propynyl) oxalate